(2R,3S,5R)-4-[[3-(3,4-Difluoro-2-methoxy-phenyl)-4,5,5-trimethyl-tetrahydrofuran-2-carbonyl]amino]pyridin-2-carboxamid FC=1C(=C(C=CC1F)[C@H]1[C@@H](OC(C1C)(C)C)C(=O)NC1=CC(=NC=C1)C(=O)N)OC